FC1=C(C=C(C(=C1)C)B1OC(C(O1)(C)C)(C)C)NS(=O)(=O)C=1C=NC=CC1 N-(2-fluoro-4-methyl-5-(4,4,5,5-tetramethyl-1,3,2-dioxaborolan-2-yl)phenyl)pyridine-3-sulfonamide